O1C(=NN=C1)CN1C2=C(OCC1=O)C=C(C=C2)NC(=O)NC2=CC=C1C=CNC1=C2 1-(4-((1,3,4-oxadiazol-2-yl)methyl)-3-oxo-3,4-dihydro-2H-benzo[b][1,4]oxazin-7-yl)-3-(1H-indol-6-yl)urea